C(C)(=O)C1=C(C=C(C=C1OCC)C(CO)=O)OCC 1-(4-acetyl-3,5-diethoxyphenyl)-2-hydroxyethan-1-one